NC1=NC=NC2=C(C=C(C=C12)C=1C=C(C=CC1)C#C[C@]1(C(N(CC1)C)=O)O)C(F)(F)F (R)-3-((3-(4-amino-8-(trifluoromethyl)quinazolin-6-yl)phenyl)ethynyl)-3-hydroxy-1-methylpyrrolidin-2-one